NC1=C(C(=CC=C1)Cl)NCC1C(N(C(C1)=O)C1=NC(=CC(=C1)C(F)(F)F)C)C(=O)[O-] 3-(((2-amino-6-chlorophenyl)amino)methyl)-1-(6-methyl-4-(trifluoromethyl)pyridin-2-yl)-5-oxopyrrolidine-2-carboxylate